Methyl [2-phenyl-5-({[(pyridin-4-yl)methyl]carbamoyl}amino)-1H-indol-1-yl]acetate C1(=CC=CC=C1)C=1N(C2=CC=C(C=C2C1)NC(NCC1=CC=NC=C1)=O)CC(=O)OC